CN(CC1(CC1)C=1SC2=C(N1)C=C(C=C2)[C@@H]2NC[C@H](CC2)C)C N,N-dimethyl-1-(1-(5-((2R,5S)-5-methylpiperidin-2-yl)benzo[d]thiazol-2-yl)Cyclopropyl)Methanamine